BrC1=CC=C(C=C1)C1=CC2=C(N=CN=C2OC=2C=CC3=C(N=C(O3)NC3=CC=C(C=C3)Cl)C2)N1 5-((6-(4-bromophenyl)-7H-pyrrolo[2,3-d]pyrimidin-4-yl)oxy)-N-(4-chlorophenyl)benzo[d]oxazol-2-amine